ClC1=C(C=C(C=C1)NC(=O)NC1=C(C(=C(C=C1)F)C(=O)C=1C=C2N=C(C=NC2=CC1)N1CCOCC1)F)F 1-(4-chloro-3-fluorophenyl)-3-(2,4-difluoro-3-(3-morpholinoquinoxaline-6-carbonyl)phenyl)urea